N-(5-(4-(trifluoromethyl)phenethyl)-1H-indol-3-yl)cyclobutylcarboxamide FC(C1=CC=C(CCC=2C=C3C(=CNC3=CC2)NC(=O)C2CCC2)C=C1)(F)F